Cl\C=C\C(F)(F)Cl (E)-1,3-dichloro-3,3-difluoropropan-1-ene